2-chloro-N-[7-(3,5-dimethylphenoxy)-3-[2-(methoxymethylamino)-2-oxoethyl]-4-methyl-2,5-dioxo-2,3,4,5-tetrahydro-1H-benzo[e][1,4]Diazepin-8-yl]-3,4,5-tris(trideuteromethoxy)benzamide ClC1=C(C(=O)NC=2C(=CC3=C(NC(C(N(C3=O)C)CC(=O)NCOC)=O)C2)OC2=CC(=CC(=C2)C)C)C=C(C(=C1OC([2H])([2H])[2H])OC([2H])([2H])[2H])OC([2H])([2H])[2H]